OCCN1N=CC(=C1)C(=O)N[C@@H]1CCC2=CC(=CC=C12)C1=NOC(=N1)C([2H])([2H])[2H] (R)-1-(2-hydroxyethyl)-N-(5-(5-(methyl-d3)-1,2,4-oxadiazol-3-yl)-2,3-dihydro-1H-inden-1-yl)-1H-pyrazole-4-carboxamide